C1(CC1)C1=CC=C(C=C1)C1OC=2C(=NC=C(C2)B2OC(C(O2)(C)C)(C)C)OC1 2-(4-cyclopropylphenyl)-7-(4,4,5,5-tetramethyl-1,3,2-dioxaborolan-2-yl)-2,3-dihydro-[1,4]dioxino[2,3-b]pyridine